(4-(2-methyl-5-(3-(5-(trifluoromethyl)pyridazin-3-yl)ureido)phenyl)-[2,4'-bipyridin]-2'-yl)cyclopropanecarboxamide CC1=C(C=C(C=C1)NC(=O)NC=1N=NC=C(C1)C(F)(F)F)C1=CC(=NC=C1)C1=CC(=NC=C1)C1(CC1)C(=O)N